CC1=C(C=C(C(N1C=1C=NC=CC1)=O)C(=O)N)C=1C=NN(C1)C 6-methyl-5-(1-methyl-1H-pyrazol-4-yl)-2-oxo-2H-[1,3'-bipyridine]-3-carboxamide